BrC=1C=CC(=NC1)N1C[C@@H]2[C@H](C1)CC(C2)(C)NC=O N-((3aR,5s,6aS)-2-(5-bromopyridin-2-yl)-5-methyloctahydrocyclopenta[c]pyrrol-5-yl)formamide